(2S,4R)-4-hydroxypyrrolidine-1,2-dicarboxylic acid 1-(tert-butyl) 2-methyl ester COC(=O)[C@H]1N(C[C@@H](C1)O)C(=O)OC(C)(C)C